[C@H]12[C@@H]3C(OC([C@@H]3[C@H](C=C1)C2)=O)=O (1R,2S,6R,7S)-4-oxatricyclo[5.2.1.02,6]dec-8-en-3,5-dione